N=1C=NN2C1C=C(C=C2)OC2=C(C=C(C=C2)NC2=NC=NC1=CC=C(C=C21)NC(C(=CC2N(CCC2)C)F)=O)C N-(4-((4-([1,2,4]triazolo[1,5-a]pyridin-7-yloxy)-3-methylphenyl)amino)quinazolin-6-yl)-2-fluoro-3-(1-methylpyrrolidin-2-yl)acrylamide